FC=1C=C(CNN2C(CCC2)=O)C=CC1C(F)(F)F 1-((3-fluoro-4-(trifluoromethyl)benzyl)amino)pyrrolidin-2-one